3-chloro-4-(1-((5-(5-(difluoromethyl)-1,3,4-oxadiazol-2-yl)-3-fluoropyridin-2-yl)methyl)-1H-1,2,3-triazol-4-yl)benzaldehyde ClC=1C=C(C=O)C=CC1C=1N=NN(C1)CC1=NC=C(C=C1F)C=1OC(=NN1)C(F)F